5-{7-[2-(3,3-difluoropyrrolidin-1-yl)ethoxy]-1-fluoro-3-hydroxynaphthalen-2-yl}-1λ6,2,5-thiadiazolidine-1,1,3-trione FC1(CN(CC1)CCOC1=CC=C2C=C(C(=C(C2=C1)F)N1CC(NS1(=O)=O)=O)O)F